4-(furan-2-yl)-2,6-bis(methylsulfanyl)pyrimidine-5-carbonitrile O1C(=CC=C1)C1=NC(=NC(=C1C#N)SC)SC